[Ni](Cl)Cl.C1(=CC=CC=C1)P(CCP(C1=CC=CC=C1)C1=CC=CC=C1)C1=CC=CC=C1 1,2-Bis(diphenylphosphino)ethane nickel (II) chloride